[O-]O.C(C)(C)C1=CC=C(C=C1)C(C)C p-isoPropylcumene hydroperoxide